[Mo].SCCOCCCO[SiH3] 2-mercaptoethoxypropoxysilane molybdenum